NC(C[N+](C)(C)CCC(=O)N1CCN(CC1)C(C1=C(C=C(C=C1)NC(=O)C=1N(C(=CN1)C1=C(C(=C(C=C1)OC)F)F)C)C)=O)=O (2-amino-2-oxo-ethyl)-[3-[4-[4-[[5-(2,3-difluoro-4-methoxy-phenyl)-1-methyl-imidazole-2-carbonyl]amino]-2-methyl-benzoyl]piperazin-1-yl]-3-oxo-propyl]-dimethyl-ammonium